3,6-diethoxy-2,7-dimethyl-4-octenedial C(C)OC(C(C=O)C)C=CC(C(C=O)C)OCC